2-bromo-N-(1-(3-chloro-2-fluorophenyl)-2,2,3,3,3-pentafluoropropyl)-N-cyclopropylacetamide BrCC(=O)N(C1CC1)C(C(C(F)(F)F)(F)F)C1=C(C(=CC=C1)Cl)F